(S)-3-((6-methoxyquinolin-4-yl)oxy)pyrrolidine-1-carboxylic acid tert-butyl ester C(C)(C)(C)OC(=O)N1C[C@H](CC1)OC1=CC=NC2=CC=C(C=C12)OC